1-(1-(4-fluorophenyl)cyclopropyl)-4-toluenesulfonylpiperazine FC1=CC=C(C=C1)C1(CC1)N1CCN(CC1)S(=O)(=O)CC1=CC=CC=C1